5-{[(2-hydroxyethyl)(methyl)amino]methyl}-6-methyl-N-[4-(methylsulfonyl)benzyl]-2-oxo-1-[3-(trifluoromethyl)phenyl]-1,2-dihydropyridine-3-carboxamide OCCN(C)CC=1C=C(C(N(C1C)C1=CC(=CC=C1)C(F)(F)F)=O)C(=O)NCC1=CC=C(C=C1)S(=O)(=O)C